O1N=CC=2C1=CSC2 thieno[3,4-d]isoxazole